4-amino-N-((5-bromo-4-methylpyridin-2-yl)methyl)-N-ethyl-1,7-dimethyl-1H-pyrazolo[4,3-c]quinoline-8-carboxamide NC1=NC=2C=C(C(=CC2C2=C1C=NN2C)C(=O)N(CC)CC2=NC=C(C(=C2)C)Br)C